N-[(2,4-Dimethoxyphenyl)methyl]-6-[3-(4,4,5,5-tetramethyl-1,3,2-dioxaborolan-2-yl)phenyl]phthalazin-1-amine COC1=C(C=CC(=C1)OC)CNC1=NN=CC2=CC(=CC=C12)C1=CC(=CC=C1)B1OC(C(O1)(C)C)(C)C